3-bromo-4-(1-hydroxyethyl)benzoic acid BrC=1C=C(C(=O)O)C=CC1C(C)O